O=C1N(CC2=CC=CC(=C12)C(F)(F)F)C1C(NC(CC1)=O)=O 3-(1-oxo-7-(trifluoromethyl)isoindolin-2-yl)piperidine-2,6-dione